FC(C)(F)C1=NC(=CC(=N1)NC1=CC(=NC=C1OCC)NC(C)=O)C=1C=NN(C1)CCOC N-(4-((2-(1,1-difluoroethyl)-6-(1-(2-methoxyethyl)-1H-pyrazol-4-yl)pyrimidin-4-yl)amino)-5-ethoxypyridin-2-yl)acetamide